C[C@]1(N(CCC1)C(=O)C=1C(=C2C3C(C(OC2=CC1CCCCC)(C)C)CCC(=C3)C)O)C(=O)O.C(C3=CC=CC=C3)OC3=NN(C(=C3)C=3C=NC=NC3)C3=C(C=CC=C3)F 5-[3-(Benzyloxy)-1-(2-fluorophenyl)-1H-pyrazol-5-yl]pyrimidine Methyl(1-hydroxy-6,6,9-trimethyl-3-pentyl-6a,7,8,10a-tetrahydro-6H-benzo[c]chromene-2-carbonyl)-D-prolinate